3-(tert-butoxy)-N-(4-(2-((1-(1-methylpiperidin-4-yl)-1H-pyrazol-4-yl)amino)pyrimidin-4-yl)-2-(trifluoromethyl)benzyl)azetidine-1-carboxamide C(C)(C)(C)OC1CN(C1)C(=O)NCC1=C(C=C(C=C1)C1=NC(=NC=C1)NC=1C=NN(C1)C1CCN(CC1)C)C(F)(F)F